C1(CCCCC1)(C=1C=C(C(=CC1)O)C)C=1C=C(C(=CC1)O)C 4,4'-cyclohexylidenebis(o-cresol)